Cl.N1CCC(CC1)CC1CCC2=CC(=CC=C12)N1C(=NC=2C1=NC(=CC2)N2N=CC=C2)C=2C(=NC=CC2)N 3-(3-(1-(piperidin-4-ylmethyl)-2,3-dihydro-1H-inden-5-yl)-5-(1H-pyrazol-1-yl)-3H-imidazo[4,5-b]pyridin-2-yl)pyridin-2-amine hydrochloride